N1=C(C=CC=C1)CN(CCN(CC1=NC=CC=C1)CC1=NC=CC=C1)CC1=NC=CC=C1 N,N,N',N'-Tetra(2-pyridylmethyl)ethylenediamine